FC(C(=O)O)(F)F.CS(=O)(=O)C1=C(C=CC=C1C=1C=NN(C1)C1CCOCC1)NC1=CC(=NC=2C=CNC(C12)=O)NC(=O)C1CC1 N-(4-((2-(Methylsulfonyl)-3-(1-(tetrahydro-2H-pyran-4-yl)-1H-pyrazol-4-yl)phenyl)amino)-5-oxo-5,6-dihydro-1,6-naphthyridin-2-yl)cyclopropanecarboxamide Trifluoroacetic Acid Salt